4-isobutyl-5-methoxy-quinoline-3,4-diamine C(C(C)C)C1(C(C=NC2=CC=CC(=C12)OC)N)N